NC1CCC2(CC(C2)N2C(N(C(C23CCCCC3)=O)COCC[Si](C)(C)C)=O)CC1 1-(7-Aminospiro[3.5]nonan-2-yl)-3-(2-trimethylsilylethoxymethyl)-1,3-diazaspiro[4.5]decane-2,4-dione